5-(3-ethylphenyl)-2-(4-((4-(2-(4-(2-fluoro-5-((4-oxo-3,4-dihydrophthalazin-1-yl)methyl)benzoyl)piperazin-1-yl)-2-oxoethyl)piperazin-1-yl)methyl)piperidine-1-carbonyl)nicotinonitrile C(C)C=1C=C(C=CC1)C=1C=NC(=C(C#N)C1)C(=O)N1CCC(CC1)CN1CCN(CC1)CC(=O)N1CCN(CC1)C(C1=C(C=CC(=C1)CC1=NNC(C2=CC=CC=C12)=O)F)=O